(8aS,12aS)-10-[[4-(trifluoromethyl)phenyl]methyl]spiro[2,4,7,8,8a,9,11,12-octahydro-[1,3]oxazino[2,3-j][1,6]naphthyridine-3,1'-cyclobutane]-6-one FC(C1=CC=C(C=C1)CN1C[C@@H]2CCC(N3[C@@]2(CC1)OCC1(CCC1)C3)=O)(F)F